(3S,11aR)-7-((4-(4-chloro-3-(trifluoromethyl)phenoxy)benzyl)oxy)-3,4-dihydro-1H,9H,11H-3,11a-methanopyrimido[6',1':2,3]imidazo[5,1-c][1,4]oxazin-9-one ClC1=C(C=C(OC2=CC=C(COC3=NC(N4C(N5[C@@]6(CO[C@H](C5)C6)C4)=C3)=O)C=C2)C=C1)C(F)(F)F